C1CC12CCN(CC2)C=2C(=NC=C(N2)NC(CO)(C)C)C(=O)NC2=NC(=CC(=C2)Cl)N2CCOCC2 3-(6-azaspiro[2.5]oct-6-yl)-N-(4-chloro-6-(4-morpholinyl)-2-pyridinyl)-5-((1-hydroxy-2-methyl-2-propanyl)amino)-2-pyrazinecarboxamide